NC1=CC=C(C(=C1C(=O)N(C)C)F)C=1C(=C2C(=NC1)NC[C@]21C[C@H](CC1)N1N=CC(=C1)Cl)Cl 6-Amino-3-((1R,3S)-4'-chloro-3-(4-chloro-1H-pyrazol-1-yl)-1',2'-dihydrospiro[cyclopentane-1,3'-pyrrolo[2,3-b]pyridin]-5'-yl)-2-fluoro-N,N-dimethylbenzamide